ClC1=CN=C2C(=N1)N(N=C2I)[C@H](C)C=2C=NC(=CC2Cl)Cl (R)-6-chloro-1-(1-(4,6-dichloropyridin-3-yl)ethyl)-3-iodo-1H-pyrazolo[3,4-b]pyrazine